1-(5-((1-(6-(1H-imidazol-2-yl)-2-methylpyridin-3-yl)piperidin-4-yl)methyl)thiazol-2-yl)-3-ethylurea N1C(=NC=C1)C1=CC=C(C(=N1)C)N1CCC(CC1)CC1=CN=C(S1)NC(=O)NCC